C(C)O[Si](CCSSSCC[Si](OCC)(OCC)OCC)(OCC)OCC bis(2-triethoxysilylethyl)trisulfide